ClC=1C(=C(OCC#N)C=CC1B1OC(C(O1)(C)C)(C)C)F 2-[3-chloro-2-fluoro-4-(4,4,5,5-tetramethyl-1,3,2-dioxaborolan-2-yl)phenoxy]acetonitrile